C(CCC)[C@@H]1N(S(C2=C(N(C1)C1=CC=C(C=C1)F)C=C(C(=C2)CSCC(=O)O)OC)(=O)=O)C (S)-2-(((3-butyl-5-(4-fluorophenyl)-7-methoxy-2-methyl-1,1-dioxido-2,3,4,5-tetrahydro-1,2,5-benzothiadiazepin-8-yl)methyl)thio)acetic acid